dibromo[2,6-bis[4-(R)-isopropyl-2-oxazolyl]-4-nitropyridine] cobalt [Co].BrC=1C(=C(C(=NC1C=1OC=C(N1)C(C)C)C=1OC=C(N1)C(C)C)Br)[N+](=O)[O-]